C(C1=CC=CC=C1)N1CC(CCC1)C1=CC=C(C=C1)C1=CN=C2C=CC(=NC2=C1)C=1C(=NNC1)C1=NC(=CC=C1)C 7-[4-(1-benzyl-3-piperidyl)phenyl]-2-[3-(6-methyl-2-pyridyl)-1H-pyrazol-4-yl]-1,5-naphthyridine